N1NC(CC1)O Tetrahydropyrazolol